9H-fluoren-9-ylmethyl (3S)-3-[4-(4-bromo-3-chloro-2-fluoro-anilino)pyrido[3,2-d]pyrimidin-6-yl]oxypyrrolidine-1-carboxylate BrC1=C(C(=C(NC=2C3=C(N=CN2)C=CC(=N3)O[C@@H]3CN(CC3)C(=O)OCC3C2=CC=CC=C2C=2C=CC=CC32)C=C1)F)Cl